C1(NCC2=CC=CC=C12)C1=CC=CC=C1CN Isoindolinebenzylamine